FC(N1N=CC(=C1)C=1C=C2C=NC=NN2C1)F 6-(1-(difluoromethyl)-1H-pyrazol-4-yl)pyrrolo[2,1-f][1,2,4]triazin